C(CCCCCC(C)C)C=1C(=C(C(=C(C1C(=O)[O-])C(=O)[O-])CCCCCCC(C)C)C(=O)[O-])CCCCCCC(C)C Tri(isononyl)trimellitat